6-Bromo-1-cyclopropyl-4-methyl-1H-indol-2-amine BrC1=CC(=C2C=C(N(C2=C1)C1CC1)N)C